BrC1=CC(=C(O1)C(=O)N[C@H](C(=O)NC=1C(N(C=CC1)CC(=O)NC1C2CC3CC(CC1C3)C2)=O)CCC(C(=O)NCC)=O)C (S)-2-(5-Bromo-3-methylfuran-2-carboxamido)-N6-ethyl-N1-(1-(2-(2-adamantylamino)-2-oxoethyl)-2-oxo-1,2-dihydropyridin-3-yl)-5-oxohexandiamid